COC[C@@]12C[C@H](N([C@H]2C1)C(CNC(C1=CC=C(C=C1)OC1=CC=CC=C1)=O)=O)C(=O)OC methyl (1S,3S,5R)-5-(methoxymethyl)-2-((4-phenoxybenzoyl)glycyl)-2-azabicyclo-[3.1.0]hexane-3-carboxylate